(4S)-N-{[(2R)-1,4-dioxan-2-yl]methyl}-2-{[1-(1-hydroxycyclopropane-1-carbonyl)piperidin-4-yl]methyl}-4-methyl-8-(trifluoromethyl)-4,5-dihydro-2H-furo[2,3-g]indazole-7-carboxamide O1[C@@H](COCC1)CNC(=O)C1=C(C2=C(C[C@@H](C3=CN(N=C23)CC2CCN(CC2)C(=O)C2(CC2)O)C)O1)C(F)(F)F